(E)-N-(4-(1-(6-(4-(5-((2-(2,6-dioxopiperidin-3-yl)-1-oxoisoindoline-4-yl)thio)pentanoyl)piperazin-1-yl)pyridazin-3-carbonyl)piperidin-4-yl)butyl)-3-(pyridin-3-yl)acrylamide O=C1NC(CCC1N1C(C2=CC=CC(=C2C1)SCCCCC(=O)N1CCN(CC1)C1=CC=C(N=N1)C(=O)N1CCC(CC1)CCCCNC(\C=C\C=1C=NC=CC1)=O)=O)=O